pyrimidopyrimidine N1=CN=CC2=C1C=NC=N2